9,9-bis(3,4-dicarboxyphenyl)fluorene hydride [H-].C(=O)(O)C=1C=C(C=CC1C(=O)O)C1(C2=CC=CC=C2C=2C=CC=CC12)C1=CC(=C(C=C1)C(=O)O)C(=O)O